C(C)C=1N=CC(=NC1OC)C1=CC(CC1)=O 3-(5-ethyl-6-methoxypyrazin-2-yl)cyclopent-2-en-1-one